(S)-5-(3-(3-oxo-3-(4-(5-(trifluoromethyl)pyrimidin-2-yl)piperazin-1-yl)propoxy)pyrrolidine-1-yl)-3-(trifluoromethyl)pyridin-2(1H)-one O=C(CCO[C@@H]1CN(CC1)C=1C=C(C(NC1)=O)C(F)(F)F)N1CCN(CC1)C1=NC=C(C=N1)C(F)(F)F